((5-(difluoromethyl)pyridin-2-yl)methyl)-3-ethyl-5,8-difluoronaphthalene-1,4-dione FC(C=1C=CC(=NC1)CC=1C(C2=C(C=CC(=C2C(C1CC)=O)F)F)=O)F